O[C@H](CC(=O)N[C@@H](C)C1=CC(=CC=C1)OC(F)(F)F)C1(CC1)C(F)(F)F (R)-3-hydroxy-N-((S)-1-(3-(trifluoro-methoxy)phenyl)ethyl)-3-(1-(trifluoromethyl)cyclopropyl)propanamide